NC1=NC=C(C=C1OCC=1C=C(C=CC1)NC(C1=CN=CC(=C1)Cl)=O)Cl N-(3-(((2-amino-5-chloropyridin-3-yl)oxy)methyl)phenyl)-5-chloro-nicotinamide